C(#N)C1=C(C=C(OC2CCC(CC2)NC(=O)C=2C=NC(=NC2)N2CCC(CC2)C=O)C=C1)C(F)(F)F N-((1r,4r)-4-(4-Cyano-3-(trifluoromethyl)phenoxy)cyclohexyl)-2-(4-formylpiperidin-1-yl)pyrimidine-5-carboxamide